m-Tolunitril C1(=CC(=CC=C1)C#N)C